benzyl 6'-cyclopropyl-2'-oxo-1',2'-dihydrospiro[piperidine-4,3'-pyrazolo[1,5-a]imidazole]-1-carboxylate C1(CC1)C1=NN2C(NC(C23CCN(CC3)C(=O)OCC3=CC=CC=C3)=O)=C1